5-[[(7R)-3-cyclopropyl-5-[(2-fluoro-2-methylpropyl)sulfamoyl]-7,8-dihydro-6H-cyclopenta[g]isoquinolin-7-yl]amino]pyridine-2-carboxylic acid C1(CC1)C=1N=CC2=CC3=C(C(=C2C1)S(NCC(C)(C)F)(=O)=O)C[C@@H](C3)NC=3C=CC(=NC3)C(=O)O